2-fluoro-1-(3-(6-fluoro-3-(4-(trifluoromethyl)phenyl)-1H-pyrazolo[3,4-b]pyridin-1-yl)azetidin-1-yl)prop-2-en-1-one FC(C(=O)N1CC(C1)N1N=C(C=2C1=NC(=CC2)F)C2=CC=C(C=C2)C(F)(F)F)=C